(S)-4-(8-fluoro-7-(8-fluoro-3-hydroxynaphthalen-1-yl)-5-methoxy-2-(((4aS,7aR)-octahydro-4aH-cyclopenta[b]pyridin-4a-yl)methoxy)pyrido[4,3-d]pyrimidin-4-yl)-6-methyl-1,4-oxazepan-6-ol FC1=C(N=C(C2=C1N=C(N=C2N2CCOC[C@](C2)(O)C)OC[C@]21[C@H](NCCC2)CCC1)OC)C1=CC(=CC2=CC=CC(=C12)F)O